CC1(OB(OC1(C)C)C=1C=C(C(=O)OCC)C=CC1)C ethyl 3-(4,4,5,5-tetramethyl-1,3,2-dioxaborolan-2-yl)benzoate